(S)-quinuclidin-3-yl ((R)-5-(3-chloro-4-(cyclopropylmethoxy)phenyl)-2,2-dimethyl-2,3-dihydro-1H-inden-1-yl)carbamate ClC=1C=C(C=CC1OCC1CC1)C=1C=C2CC([C@H](C2=CC1)NC(O[C@@H]1CN2CCC1CC2)=O)(C)C